5-(1-(2,2-difluoropropyl)-4-((2-methyl-2H-1,2,3-triazol-4-yl)sulfonyl)piperazin-2-yl)-1-(4-fluorophenyl)-6-methyl-1H-indazole FC(CN1C(CN(CC1)S(=O)(=O)C1=NN(N=C1)C)C=1C=C2C=NN(C2=CC1C)C1=CC=C(C=C1)F)(C)F